(R)-1-chloro-3-(2,6-dichloro-4-(2-(4-((R)-3-fluoro-2-hydroxypropoxy)phenyl)propan-2-yl)phenoxy)propan-2-ol ClC[C@@H](COC1=C(C=C(C=C1Cl)C(C)(C)C1=CC=C(C=C1)OC[C@H](CF)O)Cl)O